tert-butyl 3-fluoro-5-(4,4,5,5-tetramethyl-1,3,2-dioxaborolan-2-yl)benzylcarbamate FC=1C=C(CNC(OC(C)(C)C)=O)C=C(C1)B1OC(C(O1)(C)C)(C)C